2-ethyl-3,4-dihydro-4-methyl-3-oxo-N-(3-quinuclidinyl)-2H-1,4-benzoxazine-8-carboxamide C(C)C1OC2=C(N(C1=O)C)C=CC=C2C(=O)NC2CN1CCC2CC1